1,3-dichloro-1,3,5-triazinane-2,4,6-trione ClN1C(N(C(NC1=O)=O)Cl)=O